arachidyl eicos-13-enoate C(CCCCCCCCCCCC=CCCCCCC)(=O)OCCCCCCCCCCCCCCCCCCCC